6-amino-N-[1H-benzimidazol-2-yl-[5-fluoro-2-(methoxymethoxy)phenyl]-methyl]-3-bromo-2-methoxy-benzamide NC1=CC=C(C(=C1C(=O)NC(C1=C(C=CC(=C1)F)OCOC)C1=NC2=C(N1)C=CC=C2)OC)Br